O[C@@H]1[C@H](O[C@H]([C@@H]1O)N1C2=NC(=NC(=C2N=C1)NCC1=NC=CC(=C1)C)C=1C=NC=C(C1)OC)C(=O)N(N)C (2S,3S,4R,5R)-3,4-dihydroxyl-5-(2-(5-methoxypyridin-3-yl)-6-(((4-methylpyridin-2-yl)methyl)amino)-9H-purin-9-yl)-N-methyltetrahydrofuran-2-carbohydrazide